C(C)OC(=O)C1=C(C=C(C=2N=COC21)C2=CC=C(C=C2)OC(F)(F)F)C ethyl-6-methyl-4-(4-(trifluoromethoxy)phenyl)benzo[d]oxazole-7-carboxylate